1-(4-(4-(5-(2-chloro-6-hydroxyphenyl)-4,5-dihydroisoxazol-3-yl)thiazol-2-yl)piperidin-1-yl)-2-((5-methoxypyrimidin-4-yl)oxy)ethan-1-one ClC1=C(C(=CC=C1)O)C1CC(=NO1)C=1N=C(SC1)C1CCN(CC1)C(COC1=NC=NC=C1OC)=O